C(=CCCS(=O)(=O)O)S(=O)(=O)O 1,4-butenedisulfonic acid